N-[2-(m-methoxybenzenesulfonyloxy)phenyl]urea COC=1C=C(C=CC1)S(=O)(=O)OC1=C(C=CC=C1)NC(=O)N